N-ethyl-2-(2-methoxy-7-methylquinoxalin-5-yl)thiazole-5-carboxamide C(C)NC(=O)C1=CN=C(S1)C1=C2N=CC(=NC2=CC(=C1)C)OC